(1S,2S,3S,5R)-3-(2-aminoethoxy)-5-(7-(((1R,2S)-2-(3,4-difluorophenyl)cyclopropyl)amino)-5-(propylthio)-3H-[1,2,3]triazolo[4,5-d]pyrimidin-3-yl)cyclopentane-1,2-diol NCCO[C@@H]1[C@H]([C@H]([C@@H](C1)N1N=NC2=C1N=C(N=C2N[C@H]2[C@@H](C2)C2=CC(=C(C=C2)F)F)SCCC)O)O